FC(C1=C(C=CC(=C1)C(F)(F)F)CC(=O)N(C1=CC=C(C=C1)F)CC1=NN=C(O1)C1=CC=C(C=N1)C1C[N+](CC1)(C)C)(F)F 3-(6-{5-[({2-[2,4-bis(trifluoromethyl)phenyl]acetyl}(4-fluorophenyl)amino)methyl]-1,3,4-oxadiazol-2-yl}pyridin-3-yl)-1,1-dimethyltetrahydropyrrol-1-ium